The molecule is a biphenyl that is 1,1'-biphenyl substituted by a methyl group at position 3, a (2-{6-[4-carboxy-5-(trifluoromethyl)-1H-pyrazol-1-yl]pyridin-2-yl}phenoxy)methyl group at position 4 and by a trifluoromethoxy at position 4'. It is a potent guanylate cyclase activator. It has a role as a soluble guanylate cyclase activator and an antihypertensive agent. It is a member of biphenyls, an aromatic ether, a member of pyridines, a member of pyrazoles, a monocarboxylic acid and an organofluorine compound. CC1=C(C=CC(=C1)C2=CC=C(C=C2)OC(F)(F)F)COC3=CC=CC=C3C4=NC(=CC=C4)N5C(=C(C=N5)C(=O)O)C(F)(F)F